Pyridine-3-carbonylimino chloride N1=CC(=CC=C1)C(=O)N(Cl)Cl